The molecule is a 3alpha-hydroxy steroid that is cholan-24-oic acid substituted by hydroxy groups at positions 3 and 6. It has a role as a mouse metabolite and a human metabolite. It is a 3alpha-hydroxy steroid and a 6beta-hydroxy steroid. It derives from a cholic acid. It is a conjugate acid of a murideoxycholate. C[C@H](CCC(=O)O)[C@H]1CC[C@@H]2[C@@]1(CC[C@H]3[C@H]2C[C@H]([C@H]4[C@@]3(CC[C@H](C4)O)C)O)C